1-(4-(2-oxa-6-azaspiro[3.3]hept-6-yl)cyclohexyl)-6-isopropyl-5-(8-methoxy-[1,2,4]triazolo[1,5-a]pyridin-6-yl)-1,3-dihydro-2H-benzo[d]imidazol-2-one C1OCC12CN(C2)C2CCC(CC2)N2C(NC1=C2C=C(C(=C1)C=1C=C(C=2N(C1)N=CN2)OC)C(C)C)=O